O1N=CC(=C1)NC(=O)[C@@H]1CC12CCN(CC2)C(=O)OC(C(F)(F)F)C(F)(F)F |r| 1,1,1,3,3,3-Hexafluoropropan-2-yl (±)-1-(isoxazol-4-ylcarbamoyl)-6-azaspiro[2.5]octan-6-carboxylat